3'h-spiro[piperidin-4,2'-pyrrolizine]-1'-amine C1(C2(CN3C=CC=C13)CCNCC2)N